6-(2-fluoro-4-(2-methyl-2H-indazol-5-yl)benzyl)-6,7-dihydro-5H-pyrrolo[3,4-b]pyridin-5-one-7,7-d2 FC1=C(CN2C(C3=NC=CC=C3C2=O)([2H])[2H])C=CC(=C1)C1=CC2=CN(N=C2C=C1)C